BrC1=C(C(=C(C=C1)N1N=C(C=2CN(CCC21)C(=O)OC(C)(C)C)CC(=O)OC)OC)F tert-butyl 1-(4-bromo-3-fluoro-2-methoxyphenyl)-3-(2-methoxy-2-oxoethyl)-1,4,6,7-tetrahydro-5H-pyrazolo[4,3-c]pyridine-5-carboxylate